OC1=CC=C2C=CC(=NC2=C1)C1CN(C1)C(=O)OC(C)(C)C tert-butyl 3-(7-hydroxyquinolin-2-yl)azetidine-1-carboxylate